FC1(CCC(CC1)[C@@H](C=1OC2=C(N1)C(=C(C=C2)C(COC)=O)F)NC(OC(C)(C)C)=O)F Tert-butyl (S)-((4,4-difluorocyclohexyl)(4-fluoro-5-(2-methoxyacetyl)benzo-[d]oxazol-2-yl)methyl)carbamate